2-((4-((7-Chloroquinazolin-4-yl)amino)pentyl)(oxazol-2-ylmethyl)amino)ethan-1-ol ClC1=CC=C2C(=NC=NC2=C1)NC(CCCN(CCO)CC=1OC=CN1)C